ClC1=C(C=CC2=C1N(C(=N2)N)C)COC 7-chloro-6-(methoxymethyl)-1-methyl-benzoimidazol-2-amine